2,3-diamino-1-butanol NC(CO)C(C)N